NCCCNC=1C=C2C(N(C(C2=CC1)=O)C1C(NC(CC1)=O)=O)=O 5-((3-aminopropyl)amino)-2-(2,6-dioxopiperidin-3-yl)isoindoline-1,3-dione